[8-{[5-chloro-2-(trifluoromethyl)phenyl]sulfonyl}-3,8-diazabicyclo[3.2.1]oct-3-yl](1H-1,2,3-triazol-5-yl)methanone ClC=1C=CC(=C(C1)S(=O)(=O)N1C2CN(CC1CC2)C(=O)C2=CN=NN2)C(F)(F)F